(S)-2-((1-(5-(bisphenylmethyl)-1-methyl-1,2,4-triazol-3-yl)ethyl)carbamoyl)-4-methoxypyridin-3-yl isobutyl carbonate C(OC=1C(=NC=CC1OC)C(N[C@@H](C)C1=NN(C(=N1)C(C1=CC=CC=C1)C1=CC=CC=C1)C)=O)(OCC(C)C)=O